N=1N=CN2C1C=CC(=C2)C2=CNC=1N=C(N=CC12)NC1CCC(CC1)NC(C)=O N-((1r,4r)-4-((5-([1,2,4]triazolo[4,3-a]pyridin-6-yl)-7H-pyrrolo[2,3-d]pyrimidin-2-yl)amino)cyclohexyl)acetamide